3-[[4-chloro-6-(2-isobutyl-6-methyl-phenyl)-5-methyl-pyrimidin-2-yl]sulfamoyl]benzoic acid ClC1=NC(=NC(=C1C)C1=C(C=CC=C1C)CC(C)C)NS(=O)(=O)C=1C=C(C(=O)O)C=CC1